CN(C(OC(C)CC(C)OC(N(C)C)=O)=O)C pentane-2,4-diyl bis(dimethylcarbamate)